C(C=C)OC1=CC=C(C[C@H](N)C(=O)O)C=C1 O-allyltyrosine